5-[4-(cyclopropylamino)-1-piperidyl]-N-(6,8-dimethylimidazo[1,2-a]pyrazin-2-yl)-7-fluoro-cinnoline-8-carboxamide C1(CC1)NC1CCN(CC1)C1=C2C=CN=NC2=C(C(=C1)F)C(=O)NC=1N=C2N(C=C(N=C2C)C)C1